2-[(BENZOYLAMINO)METHYL]-4-FORMYLPHENYL ACETATE C(C)(=O)OC1=C(C=C(C=C1)C=O)CNC(C1=CC=CC=C1)=O